C(C)(C)(C)OC(=O)N1[C@H](CC[C@@H](C1)NC(COC1=CC(=C(C=C1)Cl)F)=O)C(NC1=CC=C(C=C1)Cl)=O (2R,5S)-5-[2-(4-chloro-3-fluorophenoxy)acetamido]-2-[(4-chlorophenyl)carbamoyl]piperidine-1-carboxylic acid tert-butyl ester